[4-[(E)-3-(4-Hydroxyphenyl)prop-2-enoyl]phenyl] 4-nitrobenzenesulfonate [N+](=O)([O-])C1=CC=C(C=C1)S(=O)(=O)OC1=CC=C(C=C1)C(\C=C\C1=CC=C(C=C1)O)=O